C12CN(CC(CC1)O2)C2=CC(=C(N=N2)C#N)N2[C@@H](COCC2)C 6-(8-oxa-3-azabicyclo[3.2.1]oct-3-yl)-4-((R)-3-methylmorpholino)pyridazine-3-carbonitrile